5-fluoro-4-(3-oxo-5,6,7,8-tetrahydro[1,2,4]triazolo[4,3-a]pyridin-2(3H)-yl)-N-(tetrahydro-2H-pyran-4-yl)-2-{[(2S)-1,1,1-trifluoropropan-2-yl]oxy}benzamide FC=1C(=CC(=C(C(=O)NC2CCOCC2)C1)O[C@H](C(F)(F)F)C)N1N=C2N(CCCC2)C1=O